Ethyl (S)-3-amino-3-(5-cyclopropyl-2',4,4'-trifluoro-6'-(hex-5-en-1-yl)-[1,1'-biphenyl]-3-yl)propanoate hydrochloride Cl.N[C@@H](CC(=O)OCC)C=1C=C(C=C(C1F)C1CC1)C1=C(C=C(C=C1CCCCC=C)F)F